(1,1-Dioxido-2,3-dihydrothiophen-3-yl)-7-isopropyl-2-oxo-1,2-dihydroquinoline-3-carboxamide O=S1(CC(C=C1)N1C(C(=CC2=CC=C(C=C12)C(C)C)C(=O)N)=O)=O